BrC=1C=C2N(CC(NC2=O)C)C1 7-bromo-3-methyl-3,4-dihydropyrrolo[1,2-a]pyrazin-1(2H)-one